((3S,5R)-1-benzyl-5-methylpiperidin-3-yl)carbamic acid tert-butyl ester C(C)(C)(C)OC(N[C@@H]1CN(C[C@@H](C1)C)CC1=CC=CC=C1)=O